2-[bis[(4-methoxyphenyl)methyl]amino]-5-bromo-6-cyclopropyl-pyridine-3-carbonitrile COC1=CC=C(C=C1)CN(C1=NC(=C(C=C1C#N)Br)C1CC1)CC1=CC=C(C=C1)OC